tristrimethylsiloxysilylpropyl-carbamic acid C[Si](O[Si](O[Si](C)(C)C)(O[Si](C)(C)C)CCCNC(O)=O)(C)C